N1-(2,6-dimethoxyphenyl)-N2-((S)-1-(((S)-4-hydroxy-3-oxo-1-((S)-2-oxopyrrolidin-3-yl)butan-2-yl)amino)-4-methyl-1-oxopentan-2-yl)oxalamide COC1=C(C(=CC=C1)OC)NC(C(=O)N[C@H](C(=O)N[C@@H](C[C@H]1C(NCC1)=O)C(CO)=O)CC(C)C)=O